methyl (Z)-N'-((Z)-(3-(4-chlorophenyl)-4-phenyl-5,6-dihydropyridazin-1(4H)-yl)((phenylsulfonyl)imino)methyl)carbamimidoselenoate ClC1=CC=C(C=C1)C1=NN(CCC1C1=CC=CC=C1)\C(\N=C(\N)/[Se]C)=N/S(=O)(=O)C1=CC=CC=C1